4-(2-(isopropyl(methyl)amino)ethyl)naphthalen-2-ol trifluoroacetate FC(C(=O)O)(F)F.C(C)(C)N(CCC1=CC(=CC2=CC=CC=C12)O)C